BrC=1C(=CC(=NC1)C(F)(F)F)[N+](=O)[O-] 5-bromo-4-nitro-2-(trifluoromethyl)pyridine